N-(3-fluorophenyl)-1-methyl-6-oxo-N-({5-[5-(trifluoromethyl)-1,2,4-oxadiazol-3-yl]pyridin-2-yl}methyl)piperidine-3-carboxamide FC=1C=C(C=CC1)N(C(=O)C1CN(C(CC1)=O)C)CC1=NC=C(C=C1)C1=NOC(=N1)C(F)(F)F